methyl (2S)-2-((((9H-fluoren-9-yl)methoxy)carbonyl)amino)-3-(4-(2-(2-((E)-1,2-dihydroxycyclooct-3-en-1-yl)acetamido)ethoxy)phenyl)propanoate C1=CC=CC=2C3=CC=CC=C3C(C12)COC(=O)N[C@H](C(=O)OC)CC1=CC=C(C=C1)OCCNC(CC1(C(\C=C\CCCC1)O)O)=O